6-fluoro-3-[(1E)-2-(3-pyridyl)vinyl]-1H-indole FC1=CC=C2C(=CNC2=C1)\C=C\C=1C=NC=CC1